5-(4-fluoro-phenoxymethyl)-3-hydroxy-4-hydroxymethyl-pyridine-2-carboxylic acid hydroxyamide ONC(=O)C1=NC=C(C(=C1O)CO)COC1=CC=C(C=C1)F